cyclopropyloxynitrophenyluracil C1(CC1)OC1=C(C=CC=C1)C=1C(NC(NC1[N+](=O)[O-])=O)=O